4-(3-phenyl-1-piperidyl)-1H-pyrrolo[2,3-b]pyridine-3-carbonitrile C1(=CC=CC=C1)C1CN(CCC1)C1=C2C(=NC=C1)NC=C2C#N